2-(6-bromo-6,6'-difluorohexyl)isoindolinone BrC(CCCCCN1C(C2=CC=CC=C2C1)=O)(F)F